C(C)OC(C(CCC1=NC=CN=C1)N)=O 2-Amino-4-(pyrazin-2-yl)butanoic acid ethyl ester